1,1,3,3,5,5-hexamethyl trisiloxane 2-Propanyl 4-[(3S,5aR,6R,7R,8aS)-6-formyl-7-(tetrahydro-2H-pyran-2-yloxy)octahydro-2H-cyclopenta[b]oxepin-3-yl]butanoate C(=O)[C@H]1[C@@H](C[C@@H]2OC[C@H](CC[C@@H]21)CCCC(=O)OC(C)C)OC2OCCCC2.C[SiH](O[Si](O[SiH](C)C)(C)C)C